(3S,4R)-3-acrylamido-4-((5-((cyclopropylmethyl)amino)-7-(2,6-dichloro-3,5-dimethoxyphenyl)-2,6-naphthyridin-3-yl)amino)-N-methylpyrrolidine-1-carboxamide C(C=C)(=O)N[C@H]1CN(C[C@H]1NC=1N=CC2=CC(=NC(=C2C1)NCC1CC1)C1=C(C(=CC(=C1Cl)OC)OC)Cl)C(=O)NC